(Z)-1-acetyl-3-(hydroxy(phenyl)methylene)-2-oxoindoline-6-carboxylic acid methyl ester COC(=O)C1=CC=C2/C(/C(N(C2=C1)C(C)=O)=O)=C(\C1=CC=CC=C1)/O